N-[(3R)-1-[4-[[(1R)-1-[3-(1,1-difluoroethyl)-2-fluoro-phenyl]ethyl]amino]-2-methyl-pyrido[3,4-d]pyrimidin-6-yl]pyrrolidin-3-yl]acetamide FC(C)(F)C=1C(=C(C=CC1)[C@@H](C)NC=1C2=C(N=C(N1)C)C=NC(=C2)N2C[C@@H](CC2)NC(C)=O)F